CC1(COC2=C1C(=CC=C2)OC2=NC=C(C=N2)N2C(N[C@@H](C2=O)C(C)(C)C)=O)C (5R)-3-{2-[(3,3-dimethyl-2,3-dihydro-1-benzofuran-4-yl)oxy]-5-pyrimidinyl}-5-(1,1-dimethylethyl)-2,4-imidazolidinedione